5-(trifluoromethyl)pyridine-2-carboxylic acid methyl ester COC(=O)C1=NC=C(C=C1)C(F)(F)F